methyl-(E)-1-methyl-3-(p-tolyl)triaz-2-ene-1-carboxylate COC(=O)N(\N=N\C1=CC=C(C=C1)C)C